C(CC)N([C@@H]1CC=2C=CC=C(C2CC1)O)CCC=1SC=CC1 (S)-5,6,7,8-tetrahydro-6-(propyl-(2-(2-thienyl)ethyl)amino)-1-naphthol